S(=O)(=O)(O)C(C(=O)OCC(CCCC)CC)CC(=O)OCC(CCCC)CC.[Na] sodium 1,4-bis(2-ethylhexyl) sulfosuccinate